tert-Butyl N-[3-[4-[(SR)-[1-[(4aR,8aS)-3-oxo-4,4a,5,7,8,8a-hexahydropyrido[4,3-b][1,4]oxazine-6-carbonyl]-4-piperidyl]-phenyl-methyl]phenyl]propyl]carbamate O=C1N[C@H]2[C@@H](OC1)CCN(C2)C(=O)N2CCC(CC2)[C@H](C2=CC=C(C=C2)CCCNC(OC(C)(C)C)=O)C2=CC=CC=C2 |&1:19|